6-[5-(difluoromethyl)-1,3,4-oxadiazol-2-yl]-2-{(1R*,2S*)-1-(4-fluorophenyl)-2-hydroxy-2-[6-(trifluoromethyl)pyridin-3-yl]ethyl}-2,3-dihydro-1H-isoindol-1-one FC(C1=NN=C(O1)C1=CC=C2CN(C(C2=C1)=O)[C@@H]([C@H](C=1C=NC(=CC1)C(F)(F)F)O)C1=CC=C(C=C1)F)F |o1:17,18|